(4bS,6R)-1-(1-methanesulfonyl-1-methyl-ethyl)-5-methyl-5,6,8a,9-tetrahydro-8H-7,10-dioxa-2,4,4b-triazaphenanthrene-3-carboxylic acid ((S)-2-oxo-pyrrolidin-3-yl)-amide O=C1NCC[C@@H]1NC(=O)C=1N=C(C=2OCC3COCC(N3C2N1)C)C(C)(C)S(=O)(=O)C